CCCCCCCCCCCCCCCCCCCCCCC n-triacosane